4-(pyridin-3-ylsulfonyl)piperidine-4-carboxamide N1=CC(=CC=C1)S(=O)(=O)C1(CCNCC1)C(=O)N